2-(bromomethyl)quinoline-3-carboxylic acid methyl ester COC(=O)C=1C(=NC2=CC=CC=C2C1)CBr